2,7-bis(4-cyanophenyl)spiro[fluorene-9,9'-xanthene] C(#N)C1=CC=C(C=C1)C1=CC2=C(C=C1)C1=CC=C(C=C1C21C2=CC=CC=C2OC=2C=CC=CC12)C1=CC=C(C=C1)C#N